3-(4-(benzyloxy)phenyl)-N-(2-morpholinopyrimidin-4-yl)isoxazol-5-amine C(C1=CC=CC=C1)OC1=CC=C(C=C1)C1=NOC(=C1)NC1=NC(=NC=C1)N1CCOCC1